8-fluoro-2-(4-methoxybenzyl)-3-vinylisoquinolin FC=1C=CC=C2C=C(N(CC12)CC1=CC=C(C=C1)OC)C=C